CN1CC(CCC1)C1=CN=C2C(=N1)N=CC=C2 3-[1-methyl-3-piperidyl]pyrido[2,3-b]pyrazine